BrC1=CC=CC=2N(C(N(C21)C)=O)C2N(CCNC2)CC2=CC=C(C=C2)OC (4-bromo-3-methyl-2-oxo-benzoimidazol-1-yl)-1-[(4-methoxyphenyl)methyl]Piperazine